OC(=O)C(F)(F)F.C(C)(C)C=1C=NN(C1)C=1SC(=CN1)CN (2-(4-isopropyl-1H-pyrazol-1-yl)thiazol-5-yl)methanamine TFA salt